2,4-bis(N-methyl-4-cyanatoanilino)-6-(N-methylanilino)-1,3,5-triazine CN(C1=CC=C(C=C1)OC#N)C1=NC(=NC(=N1)N(C1=CC=C(C=C1)OC#N)C)N(C1=CC=CC=C1)C